N-(3-chloro-4-methoxyphenyl)-N-(2-oxo-2-(phenethylamino)-1-(4-phenylthiophen-2-yl)ethyl)propiolamide ClC=1C=C(C=CC1OC)N(C(C#C)=O)C(C(NCCC1=CC=CC=C1)=O)C=1SC=C(C1)C1=CC=CC=C1